CO[C@@H]1COCC[C@@H]1N[C@H]1C[C@](CC1)(C(=O)N1CC=2C=C(C=NC2CC1)C(F)(F)F)COCC#N 2-(((1S,3R)-3-(((3S,4S)-3-Methoxytetrahydro-2H-pyran-4-yl)amino)-1-(3-(trifluoromethyl)-5,6,7,8-tetrahydro-1,6-naphthyridine-6-carbonyl)cyclopentyl)methoxy)acetonitrile